N(=[N+]=[N-])CCOCCOCCOCCNC(=O)C=1C=C(C=C(C1)NC(CCl)=O)NC(CCl)=O N,N'-(5-((2-(2-(2-(2-azidoethoxy)ethoxy)ethoxy)ethyl)carbamoyl)-1,3-phenylene)bis(2-chloroacetamide)